3,3'-(thiophene-2,4-diyl)bis(prop-2-yn-1-amine) S1C(=CC(=C1)C#CCN)C#CCN